(S)-3-(2-bromo-5-chlorophenyl)-2-((tert-butoxycarbonyl)amino)propanoic acid BrC1=C(C=C(C=C1)Cl)C[C@@H](C(=O)O)NC(=O)OC(C)(C)C